5-((5-(2,3-Difluoro-6-(((1R,3R)-3-(methylamino)cyclopentyl)oxy)phenyl)-1H-pyrazol-3-yl)amino)pyrazine-2-carbonitrile FC1=C(C(=CC=C1F)O[C@H]1C[C@@H](CC1)NC)C1=CC(=NN1)NC=1N=CC(=NC1)C#N